C(C)NS(=O)(=O)C1=C(C=CC(=C1)N[C@@H]1C(N(C1)CC(C)C)=O)C1=CN=C(S1)[C@@H]1CC[C@H](CC1)NC(OC(C)C)=O isopropyl trans-N-[4-[5-[2-(ethylsulfamoyl)-4-[[(3S)-1-isobutyl-2-oxo-azetidin-3-yl]amino]phenyl]thiazol-2-yl]cyclohexyl]carbamate